1-tert-butyl N-(tert-butoxycarbonyl)-L-glutamate C(C)(C)(C)OC(=O)N[C@@H](CCC(=O)[O-])C(=O)OC(C)(C)C